CN1C(=NN=C1)C[C@@H](C)C=1C=C(C=CC1)N1C(C2=CC(=CC(=C2C1)C(F)(F)F)N[C@@H]1CNCC1)=O 2-(3-((R)-1-(4-methyl-4H-1,2,4-triazol-3-yl)propan-2-yl)phenyl)-6-(((S)-pyrrolidin-3-yl)amino)-4-(trifluoromethyl)isoindolin-1-one